COC1=CC=C(N=N1)N1N=CN=C1[C@H](C)N (1S)-1-[2-(6-methoxypyridazin-3-yl)-1,2,4-triazol-3-yl]ethanamine